C1(CC1)OC1=NC(=CC2=CC=C(C=C12)\C=C\C12CCC(CC1)(CC2)OCC=2C(=NOC2C2CC2)C2=C(C=NC=C2Cl)Cl)C(=O)O (E)-1-cyclopropoxy-7-(2-(4-((5-cyclopropyl-3-(3,5-dichloropyridin-4-yl)isoxazol-4-yl)methoxy)bicyclo[2.2.2]octan-1-yl)vinyl)isoquinoline-3-carboxylic acid